4-(((2-tert-butoxypyridin-3-yl)methyl)amino)-2-((1-methyl-1H-pyrazol-4-yl)amino)pyrimidin-5-carboxamide C(C)(C)(C)OC1=NC=CC=C1CNC1=NC(=NC=C1C(=O)N)NC=1C=NN(C1)C